S1CN(CC1)C(=O)O.CC1OCC2=CC(=C(C=C12)C#CC1=NC=CC=C1S(=O)(=O)NC1=NOC(=C1C)C)C 2-((3,6-dimethyl-1,3-dihydroisobenzofuran-5-yl)ethynyl)-N-(4,5-dimethylisoxazol-3-yl)pyridine-3-sulfonamide 3-thiazolidineformate